C(C)C(CC(F)(F)F)(C(C(=O)O)C(=O)O)CC.NC1=NC(=C(C(=N1)O)CCC(F)(F)F)O 2-amino-5-(3,3,3-trifluoropropyl)pyrimidine-4,6-diol Diethyl-2-(3,3,3-trifluoropropyl)propanedioate